2-cyclohexyl-2-cyclohexylmethyl-1,3-dimethoxypropane C1(CCCCC1)C(COC)(COC)CC1CCCCC1